C1(CC1)C=1C=C(C(=NC1)OCC(C(=O)O)(C)C)C 3-((5-cyclopropyl-3-methylpyridin-2-yl)oxy)-2,2-dimethylpropionic acid